AMINOKETON NC(=O)N